hydroxyhenicosane OCCCCCCCCCCCCCCCCCCCCC